C(C)N(S(=O)(=O)NC=1C=C2C(=C(NC2=CC1)C)C=1CCN(CC1)CCC)CC 5-(N,N-diethylaminosulfonyl)amino-3-(1-propyl-1,2,3,6-tetrahydropyridin-4-yl)-2-methyl-1H-indole